N[C@H](C1CCN(CC1)C(=O)C1OCC(N(C1)C)=O)C1=C(C=C(C(=C1)Cl)Cl)O 6-[4-[(R)-amino(4,5-dichloro-2-hydroxyphenyl)methyl]piperidine-1-carbonyl]-4-methylmorpholin-3-one